C1(CC1)C=1C=C(CN2CC3=CC=CC=C3C2)C=CC1OCC1CCN(CC1)S(=O)(=O)C 2-(3-Cyclopropyl-4-((1-(methylsulfonyl)piperidin-4-yl)methoxy)benzyl)isoindoline